C(CC)C1=C(C=NC2=CC=CN=C12)C(=O)OCC ethyl 4-propyl-1,5-naphthyridine-3-carboxylate